(S)-N-(1-(7-([1,2,4]Triazolo[1,5-a]pyridin-6-yl)quinolin-5-yl)cyclopropyl)-2-methyl-5-((1-methylazetidin-2-yl)methoxy)benzamide N=1C=NN2C1C=CC(=C2)C2=CC(=C1C=CC=NC1=C2)C2(CC2)NC(C2=C(C=CC(=C2)OC[C@H]2N(CC2)C)C)=O